C1(=CC=CC=C1)C(C)(C)C1=CC=C(C=C1)N 2-phenyl-2-(4-aminophenyl)propane